C1=NC(=C2C(=N1)N(C=N2)[C@H]3[C@@H]([C@@H]([C@H](O3)COP(=O)(O)OP(=O)(O)OP(=O)(O)OP(=O)(O)OP(=O)(O)OC[C@@H]4[C@H]([C@H]([C@@H](O4)N5C=NC6=C(N=CN=C65)N)O)O)O)O)N The molecule is a diadenosyl pentaphosphate having the two 5'-adenosyl residues attached at the P(1)- and P(5)-positions. It has a role as a vasoconstrictor agent and an Escherichia coli metabolite. It is a conjugate acid of a P(1),P(5)-bis(5'-adenosyl) pentaphosphate(5-).